N-(4-bromo-2,5-difluorophenyl)-4-(3-fluorophenyl)-1-tosyl-1H-pyrrole-3-sulfonamide BrC1=CC(=C(C=C1F)NS(=O)(=O)C1=CN(C=C1C1=CC(=CC=C1)F)S(=O)(=O)C1=CC=C(C)C=C1)F